N1CCNCCCNCCNCCC1 1,4,8,11-Tetraazacyclotetradecane